(S,E)-3-(3-Amino-4-oxo-2,3,4,5-tetrahydro-1H-pyrido[2,3-b][1,4]diazepin-8-yl)-N-methyl-N-((3-methylbenzofuran-2-yl)methyl)acrylamide N[C@H]1CNC2=C(NC1=O)N=CC(=C2)/C=C/C(=O)N(CC=2OC1=C(C2C)C=CC=C1)C